N-((R)-1-(3-(difluoromethyl)-2-fluorophenyl)ethyl)-2-methyl-6-((S)-1-methylpiperidine-3-yl)pyrido[3,4-d]pyrimidin-4-amine FC(C=1C(=C(C=CC1)[C@@H](C)NC=1C2=C(N=C(N1)C)C=NC(=C2)[C@@H]2CN(CCC2)C)F)F